ClC=1SC2=NC=C(C=C2N1)OC(F)F 2-Chloro-6-(difluoromethoxy)thiazolo[5,4-b]pyridine